N2-(tert-butoxycarbonyl)-N-{(2S)-4-chloro-3-oxo-1-[(3S)-2-oxopyrrolidin-3-yl]butan-2-yl}-L-leucinamide C(C)(C)(C)OC(=O)N[C@@H](CC(C)C)C(=O)N[C@@H](C[C@H]1C(NCC1)=O)C(CCl)=O